2,2'-(2-methylenepropane-1,3-diyl)bis(4-isopropylphenol) C=C(CC1=C(C=CC(=C1)C(C)C)O)CC1=C(C=CC(=C1)C(C)C)O